C(=O)(O)C1=C(C=CC2=CC=CC=C12)C(=O)O 1,2-dicarboxylnaphthalene